C(#N)[C@H](C[C@H]1C(NCCC1)=O)NC([C@H](CC1CC1)NC([C@H](CC1=CC=C(C=C1)F)NC(OCC1=CC=CC=C1)=O)=O)=O benzyl ((S)-1-(((S)-1-(((S)-1-cyano-2-((S)-2-oxopiperidin-3-yl)ethyl)amino)-3-cyclopropyl-1-oxopropan-2-yl)amino)-3-(4-fluorophenyl)-1-oxopropan-2-yl)carbamate